FC(C1=C(C=CC(=C1)C(F)(F)F)C1=C2C(=C(N=N1)N[C@H]1CN(CCC1)C)C=NC=C2)F 1-[2-(difluoromethyl)-4-(trifluoromethyl)phenyl]-N-[(3R)-1-methylpiperidin-3-yl]pyrido[3,4-d]pyridazin-4-amine